1,3-bis(6-ethoxyhexyl)imidazolium C(C)OCCCCCCN1C=[N+](C=C1)CCCCCCOCC